4-(5-(Isothiazol-5-yl)benzo[d]oxazol-2-yl)pyridinecarboxylic acid ethyl ester C(C)OC(=O)C1=NC=CC(=C1)C=1OC2=C(N1)C=C(C=C2)C2=CC=NS2